(R)-N-(4-(dimethylamino)phenyl)-3-(1-(3-methoxyphenyl)imidazo[1,5-a]pyridin-3-yl)piperidine-1-carboxamide CN(C1=CC=C(C=C1)NC(=O)N1C[C@@H](CCC1)C1=NC(=C2N1C=CC=C2)C2=CC(=CC=C2)OC)C